C1(CCCCC1)COC=1C(=C(C=C(C1C(=O)N1CC2=CC=CC(=C2C1)[N+](=O)[O-])CC1=CC=C(C=C1)S(=O)(=O)[O-])CC1=CC=C(C=C1)S(=O)(=O)[O-])C 5-(Cyclohexylmethoxy)-4-methyl-6-(4-nitroisoindoline-2-carbonyl)-1,3-phenylenebis(4-toluenesulfonate)